NC1=NC(=C2N(C(NC2=N1)=O)CCC)OC 2-Amino-6-methoxy-7-propyl-7,9-dihydro-8H-purin-8-one